C(C)(C)(C)OC(=O)N[C@@H]1[C@@H](N(CCC1)C(=O)OCC1=CC=CC=C1)COC1CC=C(CC1)C1=C(N=NC=C1)OCC(=O)OCC benzyl (2R,3S)-3-((tert-butoxycarbonyl)amino)-2-(((4-(3-(2-ethoxy-2-oxoethoxy)pyridazin-4-yl)cyclohex-3-en-1-yl)oxy)methyl)piperidine-1-carboxylate